N1CC(C1)CO[C@H]1[C@@H](CN(CC1)C(=O)OC(C)(C)C)F tert-butyl (3R,4R)-4-(azetidin-3-ylmethoxy)-3-fluoro-piperidine-1-carboxylate